tert-Butyl L-alanyl-D-alanyl-L-asparaginate N[C@@H](C)C(=O)N[C@H](C)C(=O)N[C@@H](CC(N)=O)C(=O)OC(C)(C)C